C(C)OC(=O)C1O[C@]([C@H](C1=O)CC)(C(F)(F)F)C |r| rac-(4r,5r)-4-ethyl-5-methyl-3-oxo-5-(trifluoromethyl)tetrahydrofuran-2-carboxylic acid ethyl ester